ClC(C(S(=O)(=O)C1=CC=C(C=C1)Cl)NC(C)=O)(Cl)Cl N-[2,2,2-trichloro-1-(4-chlorophenylsulfonyl)ethyl]Acetamide